NC1=C(C=CC=C1)C1=C(C=CC=C1)[Pd]Cl (2'-amino-1,1'-biphenyl-2-yl)palladium(II) chloride